9,9-dimethyl-N-phenyl-9H-fluorene-2-amine CC1(C2=CC=CC=C2C=2C=CC(=CC12)NC1=CC=CC=C1)C